FC(C1CCC(CC1)N1C=CC2=CC(=CC=C12)NC(C=C)=O)(F)F N-[1-[4-(trifluoromethyl)-cyclohexyl]indol-5-yl]acrylamide